N-(4-((4-(2-methoxyethyl)piperazin-1-yl)methyl)pyridin-2-yl)-6-(5-methyl-1H-pyrazol-4-yl)benzo[d]thiazol-2-amine COCCN1CCN(CC1)CC1=CC(=NC=C1)NC=1SC2=C(N1)C=CC(=C2)C=2C=NNC2C